tert-Butyl ((1R,2R,4S)-7-(5-iodo-3-methyl-4-oxo-7-((2-(trimethylsilyl)ethoxy) methyl)-4,7-dihydro-3H-pyrrolo[2,3-d]pyrimidin-2-yl)-7-azabicyclo[2.2.1]heptan-2-yl)carbamate IC1=CN(C=2N=C(N(C(C21)=O)C)N2[C@H]1[C@@H](C[C@@H]2CC1)NC(OC(C)(C)C)=O)COCC[Si](C)(C)C